1-(3-methylphenyl)-1-methylhydrazine CC=1C=C(C=CC1)N(N)C